[N+](=O)([O-])C1=CC=C(OP2(OCCC(O2)C=2C=NC=CC2)=O)C=C1 2-(4-nitrophenoxy)-4-(pyridin-3-yl)-1,3,2-dioxaphosphinane 2-oxide